FC(C(C(C(F)(F)F)(F)F)(F)F)(S(=O)(=O)OC=1CCCN(CC1)C(=O)OC(C)(C)C)F tert-butyl 5-[(1,1,2,2,3,3,4,4,4-nonafluorobutane-1-sulfonyl) oxy]-2,3,4,7-tetrahydro-1H-azepine-1-carboxylate